2,5,6,8-tetrahydro-3-oxo-pyrido[3,4-c]pyridazine-7(3H)-carboxylic acid 1,1-dimethylethyl ester CC(C)(C)OC(=O)N1CC2=NNC(C=C2CC1)=O